S(=O)(=O)(ON1[C@@H]2CC[C@H](N(C1=O)C2)C(NCCN2CN(CCC2)C(C)=O)=N)O (2S,5R)-2-(N-(2-(3-Acetyltetrahydropyrimidin-1(2H)-yl) ethyl) carbamimidoyl)-7-oxo-1,6-diazabicyclo[3.2.1]octan-6-yl hydrogen sulfate